NCC1=NNC(C2=CC=C(C=C12)C=1C=NN(C1C1=C(C#N)C(=CC=C1)OC)C)=O 2-(4-(4-(aminomethyl)-1-oxo-1,2-dihydrophthalazin-6-yl)-1-methyl-1H-pyrazol-5-yl)-6-methoxybenzonitrile